6-((2,6-Dimethylpyrimidin-4-yl)amino)-N-ethoxy-4-((2-methoxy-3-(pyrimidin-2-yl)phenyl)amino)Pyridazine-3-carboxamide 2-Ethylhexyl-2,3,4,5-tetrabromobenzoate C(C)C(COC(C1=C(C(=C(C(=C1)Br)Br)Br)Br)=O)CCCC.CC1=NC(=CC(=N1)NC1=CC(=C(N=N1)C(=O)NOCC)NC1=C(C(=CC=C1)C1=NC=CC=N1)OC)C